[C@H]12N(C[C@H](NC1)C2)C2=NC(=NC1=C(C(=C(C=C21)Cl)C2=CC(=CC1=CC=CC=C21)O)F)N2CC(C2)N(C)C (S or R)-4-(4-((1R,4R)-2,5-diazabicyclo[2.2.1]heptan-2-yl)-6-chloro-2-(3-(dimethylamino)azetidin-1-yl)-8-fluoro-quinazolin-7-yl)naphthalen-2-ol